C1=CC(=CC=C1C(=O)O)N The molecule is an aminobenzoic acid in which the amino group is para to the carboxy group. It has a role as an Escherichia coli metabolite, a plant metabolite and an allergen. It derives from a benzoic acid. It is a conjugate acid of a 4-aminobenzoate.